C1(CC1)C=1C(=C2C(=NC1C)CCC2)NC(=O)N=S(=O)(N)C=2SC=C(C2)C(C)(C)O N'-((3-cyclopropyl-2-methyl-6,7-dihydro-5H-cyclopenta[b]pyridin-4-yl)carbamoyl)-4-(2-hydroxypropan-2-yl)thiophene-2-sulfonimidamide